tris(γ-methacryloxypropyl)methoxysilane methyl-(1r,4r)-4-[[[1-ethyl-4-[[4-(trifluoromethyl)phenyl]methyl]indole-3-carbonyl]amino]methyl]cyclohexanecarboxylate COC(=O)C1CCC(CC1)CNC(=O)C1=CN(C2=CC=CC(=C12)CC1=CC=C(C=C1)C(F)(F)F)CC.C(C(=C)C)(=O)OCCC[Si](OC)(CCCOC(C(=C)C)=O)CCCOC(C(=C)C)=O